Ethyl 3-(2-fluoro-3-(1-(2-(2-fluoro-5-((6-fluoro-4-(2,2,2-trifluoroethyl)-1H-indol-5-yl)oxy)phenyl)-1H-imidazol-4-yl)ethyl)phenyl)propanoate FC1=C(C=CC=C1C(C)C=1N=C(NC1)C1=C(C=CC(=C1)OC=1C(=C2C=CNC2=CC1F)CC(F)(F)F)F)CCC(=O)OCC